C(C=C)(=O)N1[C@@H](CN(C[C@@H]1C)C=1C2=C(N(C(N1)=O)C=1C(=NC=NC1C(C)C)C(C)C)N=C(C(=C2)Cl)C2=C(C=CC=C2F)N)C 4-(4-propenoyl-cis-3,5-dimethylpiperazin-1-yl)-7-(2-amino-6-fluorophenyl)-6-chloro-1-(4,6-diisopropylpyrimidin-5-yl)pyrido[2,3-d]pyrimidin-2(1H)-one